tert-butyl (R)-(2-(4-methyl-2-(2-(trifluoromethyl)morpholino)thiazol-5-yl)ethyl)carbamate CC=1N=C(SC1CCNC(OC(C)(C)C)=O)N1C[C@@H](OCC1)C(F)(F)F